C12OCC(CC1)(CC2)CO[C@@H](C(C(C)(C)O)NC(=O)[C@@H]2CN(CC21CNC1)C(=O)C1=C(N=C(S1)C)C)C (S)-N-((4R)-4-((2-oxabicyclo[2.2.2]octan-4-yl)methoxy)-2-hydroxy-2-methylpentan-3-yl)-6-(2,4-dimethylthiazole-5-carbonyl)-2,6-diazaspiro[3.4]octane-8-carboxamide